ClC1=NN=C2N1C1=CC=CC=C1C(=N2)N(C2=CC(=CC=C2)C=2CCN(CC2)S(=O)(=O)C)C chloro-N-methyl-N-(3-(1-(methylsulfonyl)-1,2,3,6-tetrahydropyridin-4-yl)phenyl)-[1,2,4]triazolo[4,3-a]quinazolin-5-amine